(S) or (R)-isobutyl-succinonitrile C(C(C)C)[C@H](C#N)CC#N |o1:4|